(S)-Methyl 3-(3-((2-(cycloheptylmethyl)-1H-imidazol-1-yl)methyl)-4-methylphenyl)-3-(1,4-dimethyl-1H-benzo[d][1,2,3]triazol-5-yl)-2,2-dimethylpropanoate C1(CCCCCC1)CC=1N(C=CN1)CC=1C=C(C=CC1C)[C@H](C(C(=O)OC)(C)C)C1=C(C2=C(N(N=N2)C)C=C1)C